C(C)(C)(C)OC(=O)N1CCN(CC1)C1=NC=CC(=N1)NC1=CC=C(C=C1)C(F)(F)F.C[N]C(=O)CC methyl-ethyl-carbonyl-nitrogen tert-butyl-4-(4-{[4-(trifluoromethyl)phenyl]amino}pyrimidin-2-yl)piperazine-1-carboxylate